4-[4-(2-methoxyethyl)-2,5-dioxoimidazolidin-4-yl]benzoic acid COCCC1(NC(NC1=O)=O)C1=CC=C(C(=O)O)C=C1